N1N=CC(=C1)C1=CC=C(CNC=2C=CC(=C(C2)C(C(=O)N)CC=2OC=CC2)F)C=C1 (5-((4-(1H-pyrazole-4-yl)benzyl)amino)-2-fluorophenyl)-3-(furan-2-yl)propanamide